C(C)(C)(C)OC(N[C@H]1C[C@H](NCC1)C)=O N-[(2R,4R)-2-methyl-4-piperidinyl]carbamic acid tert-butyl ester